rac-(1R,2R)-2-(2-aminoethyl)cyclohexan-1-ol NCC[C@@H]1[C@@H](CCCC1)O |r|